racemic-DL-p-hydroxyphenyl-hydantoin ethyl-2-bromo-5-ethylsulfanyl-1-methyl-imidazole-4-carboxylate C(C)OC(=O)C=1N=C(N(C1SCC)C)Br.OC1=CC=C(C=C1)N1C(=O)NC(=O)C1